1,2-dimethyl-1H-imidazole-5-carbaldehyde CN1C(=NC=C1C=O)C